2-[(2,4-dimethoxyphenyl)methylamino]-8-(3-methoxyphenyl)-6-(5-methyl-4-prop-2-enoyl-2,3-dihydroquinoxalin-1-yl)pyrido[2,3-d]pyrimidin-7-one COC1=C(C=CC(=C1)OC)CNC=1N=CC2=C(N1)N(C(C(=C2)N2CCN(C1=C(C=CC=C21)C)C(C=C)=O)=O)C2=CC(=CC=C2)OC